2,3-naphthalindicarboxylic acid C1=C(C(=CC2=CC=CC=C12)C(=O)O)C(=O)O